Methyl 9-(4-((1-(3-fluoropropyl)azetidin-3-yl)methyl)phenyl)-6,7-dihydro-5H-benzo[7]annulene-3-carboxylate FCCCN1CC(C1)CC1=CC=C(C=C1)C1=CCCCC2=C1C=CC(=C2)C(=O)OC